NC=1C(=NC=C(N1)N1CCC2(CC1)[C@@H](CC1=CC=CC=C12)N)SC1=C2C(CN(C2=CC=C1)C(C)=O)(F)F (R)-1-(4-((3-amino-5-(2-amino-2,3-dihydrospiro[indene-1,4'-piperidin]-1'-yl)pyrazin-2-yl)thio)-3,3-difluoroindolin-1-yl)ethan-1-one